methylolbenzoxazine C(O)C=1NOC2=C(C1)C=CC=C2